COC1=C2C=3CCNCC3NC2=CC=C1 5-Methoxytryptoline